Benzyl 6-((((CIS)-4-phenylcyclohexyl)oxy)methyl)-5-(((trifluoromethyl)sulfonyl)oxy)-3,6-dihydropyridine-1(2H)-carboxylate C1(=CC=CC=C1)[C@H]1CC[C@H](CC1)OCC1C(=CCCN1C(=O)OCC1=CC=CC=C1)OS(=O)(=O)C(F)(F)F